7-chloro-8-fluoro-3-nitro-1,6-naphthyridine-2,4(1H,3H)-dione ClC1=NC=C2C(C(C(NC2=C1F)=O)[N+](=O)[O-])=O